OC[C@H](CC(C)C)NC(C1=CC=C(C=C1)C(C)C)=O (S)-N-(1-hydroxy-4-methylpentan-2-yl)-4-isopropylbenzamide